BrC1=C(C(=C(C(=C1)C)OCCC1=CC=CC=C1)C)C 1-bromo-2,3,5-trimethyl-4-(2-phenylethoxy)benzene